OC=1C=C(C=CC1)/C=C/C(=O)C1=CC=C(C=C1)OCC(=O)N1CCOCC1 (E)-3-(3-Hydroxyphenyl)-1-[4-(2-morpholin-4-yl-2-oxoethoxy)phenyl]prop-2-en-1-one